(2,3-dihydro-1H-inden-5-yl)-4-phenyl-4,5-dihydropyrazole-1-carboxamide C1CCC2=CC(=CC=C12)C1=NN(CC1C1=CC=CC=C1)C(=O)N